COC=1C=C(C=C(C1)OC)C#CN1CNC=2C(=C1N[C@@H]1CN(CCC1)CC#CC)C=NC2 (S)-3-(3,5-dimethoxyphenylethynyl)-4-(1-but-2-ynyl-piperidin-3-ylamino)-1H-pyrrolo[3,4-d]pyrimidine